C(C)C1CC(CC(C1)C)O 3-ethyl-5-methylcyclohexan-1-ol